C1(CC1)C1=NC=NC(=C1C=1N=CC2=C(N(CCC(N2C)=O)CC2=CC=C(C=C2)C=2N(C=C(N2)C(F)(F)F)C)N1)OC 2-(4-cyclopropyl-6-methoxypyrimidin-5-yl)-5-methyl-9-(4-(1-methyl-4-(trifluoromethyl)-1H-imidazol-2-yl)benzyl)-5,7,8,9-tetrahydro-6H-pyrimido[4,5-b][1,4]diazepin-6-one